FC1=C(C=C(C=C1)C=1C=C(C(=NC1)OC)CN1C(OCC1)=O)OC(F)(F)F 3-[[5-[4-Fluoro-3-(trifluoromethoxy)phenyl]-2-methoxy-3-pyridyl]methyl]oxazolidin-2-one